3α,6α-dihydroxy-5β-cholanic acid O[C@H]1C[C@H]2[C@H](C[C@H]3[C@@H]4CC[C@H]([C@@H](CCC(=O)O)C)[C@]4(CC[C@@H]3[C@]2(CC1)C)C)O